C/C/1=C\\C[C@@H](/C(=C/C[C@H]([C@]2([C@@H](O2)[C@@H]3[C@@H]([C@@H](C1)OC(=O)C)C(=C)C(=O)O3)C)OC(=O)C)/C)OC(=O)C The molecule is a cembrane diterpenoid isolated from Lobophytum michaelae and has been shown to exhibit cytotoxic activity. It has a role as a metabolite and an antineoplastic agent. It is a cembrane diterpenoid, a gamma-lactone, an epoxide, a macrocycle and an acetate ester.